4-{[9-chloro-7-(5-fluoroindol-1-yl)-3,5-dihydro-2H-1,4-benzoxazepin-4-yl]methyl}-1H-pyridine-2-thione ClC1=CC(=CC=2CN(CCOC21)CC2=CC(NC=C2)=S)N2C=CC1=CC(=CC=C21)F